C(CCCC)(=O)O.N[C@@H](CCCCN)C(=O)O L-lysine valerate